COC(=O)C1=C(C=C2C(=NN(C2=C1)C)I)[N+](=O)[O-].OC1CCC(N(C1)C(C(C)S(=O)C)=O)C=1NC(=CN1)C1=CC=C(C=C1)C 1-(5-Hydroxy-2-(5-(p-tolyl)-1H-imidazol-2-yl)piperidin-1-yl)-2-(methylsulfinyl)propan-1-one methyl-3-iodo-1-methyl-5-nitro-1H-indazole-6-carboxylate